6-chloro-1-cyclopropyl-N-[(4-fluorophenyl)methyl]pyrazolo[3,4-d]pyrimidin-4-amine ClC1=NC(=C2C(=N1)N(N=C2)C2CC2)NCC2=CC=C(C=C2)F